FC(C1=CC(=NN1CC(=O)NCC(=O)O)C1=NC(=NO1)C1(CC1)C1=C(C=CC=C1)C)F 2-[[2-[5-(difluoromethyl)-3-[3-[1-(o-tolyl)cyclopropyl]-1,2,4-oxadiazol-5-yl]pyrazol-1-yl]acetyl]amino]acetic acid